N1(CCCCC1)BCl (piperidino)chloroborane